FC(CN1CCC2(CCC2)CC1)(F)F 7-(2,2,2-trifluoroethyl)-7-azaspiro[3.5]nonan